[C-]#N.ClC=1C=CC=NC1 5-chloropyridine cyanide